[Al].[Mn].[Fe] iron-manganese-aluminum